3,3-bis(4-Cyanatophenyl)octane O(C#N)C1=CC=C(C=C1)C(CC)(CCCCC)C1=CC=C(C=C1)OC#N